Methane-d3-amine C(N)([2H])([2H])[2H]